C(OC1=C(C=C(C=C1OC)\C=C/1\C(=C(C2=CC(=CC=C12)F)CC(NC1=CC=CC=C1)=O)C)OC)(OC1=CC=C(C=C1)[N+](=O)[O-])=O (Z)-4-((5-fluoro-2-methyl-3-(2-oxo-2-(phenylamino)ethyl)-1H-inden-1-ylidene)methyl)-2,6-dimethoxyphenyl (4-nitrophenyl) carbonate